FC1(CNCCC1NC(=O)C1=C(OC2=C1C=C(C=C2)OCC=2NC(C=CC2)=O)C)F N-(3,3-difluoropiperidin-4-yl)-2-methyl-5-((6-oxo-1,6-dihydropyridin-2-yl)methoxy)benzofuran-3-carboxamide